CN(CCN(C1=C(C=C(C(=C1)OCC)NC1=NC=CC(=N1)N1CC(C2=NC(=CC=C21)C)(C)C)[N+](=O)[O-])C)C N1-(2-(dimethylamino)ethyl)-5-ethoxy-N1-methyl-2-nitro-N4-(4-(3,3,5-trimethyl-2,3-dihydro-1H-pyrrolo[3,2-b]pyridin-1-yl)pyrimidin-2-yl)benzene-1,4-diamine